FCCCN1CC(C1)CC1=CC=C(C=C1)C1=C(CCCC2=C1C=CC(=C2)C(=O)O)C2=C(C=CC=C2)CC(F)(F)F 9-(4-((1-(3-fluoropropyl)azetidin-3-yl)methyl)phenyl)-8-(2-(2,2,2-trifluoroethyl)phenyl)-6,7-dihydro-5H-benzo[7]annulene-3-carboxylic acid